ClC1=CC=C2C(=CC(=NC2=C1)N1CC(NCCC1)=O)N1C=NC=C1 4-(7-chloro-4-(1H-imidazol-1-yl)quinolin-2-yl)-1,4-diazepan-2-one